(pentafluorophenyl)pyrazine FC1=C(C(=C(C(=C1C1=NC=CN=C1)F)F)F)F